OC(CCCCCCCCC(=O)O)CC=CCC=CCCCCC 10-hydroxyheneicosa-12,15-dienoic acid